4-chloro-N-(1-(p-tolyl)-1H-1,2,4-triazol-3-yl)benzamide ClC1=CC=C(C(=O)NC2=NN(C=N2)C2=CC=C(C=C2)C)C=C1